OCCOC1=C(C2=CC=CC=C2C=2C=CC=CC12)C=1C2=CC=CC=C2C=2C=CC=CC2C1OCCO 10,10'-di(2-hydroxyethoxy)-9,9'-biphenanthrene